3-methyl-6-(methylamino)pyrimidine-2,4(1H,3H)-dione CN1C(NC(=CC1=O)NC)=O